(6-((5-(2,4-dichlorophenyl)-1,3,4-oxadiazol-2-yl)thio)hexyl)-3-methyl-1H-imidazole ClC1=C(C=CC(=C1)Cl)C1=NN=C(O1)SCCCCCCN1CN(C=C1)C